3,5-dihydroxybenzamide OC=1C=C(C(=O)N)C=C(C1)O